3-[(1Z)-2-(2-Aminopyrimidin-5-yl)-2-fluoroethenyl]-4-(difluoromethoxy)-N-[(1S)-1-(3-fluorophenyl)-2-hydroxyethyl]benzamide NC1=NC=C(C=N1)/C(=C/C=1C=C(C(=O)N[C@H](CO)C2=CC(=CC=C2)F)C=CC1OC(F)F)/F